O[C@@H]1C[C@H](N(C1)C(=O)OC(C)(C)C)C(NCC1=CC=C(C=C1)C1=C(N=CS1)C)=O t-butyl (2S,4R)-4-hydroxy-2-({[4-(4-methyl-1,3-thiazol-5-yl)phenyl]methyl}carbamoyl)pyrrolidine-1-carboxylate